C(C)(C)OC1=CC=C(OC2=CC=C(C=C2)C#CC(C)NC(C)=O)C=C1 N-(4-(4-(4-isopropoxyphenoxy)phenyl)but-3-yn-2-yl)acetamide